4-(5-bromo-3-methoxypyridin-2-yl)morpholine BrC=1C=C(C(=NC1)N1CCOCC1)OC